3-(1'-Oxo-1',3',7',8'-Tetrahydro-2'H-Spiro[Piperidine-4,5'-Pyrano[3,4-f]Isoindol]-2'-Yl)Piperidine-2,6-Dione O=C1N(CC2=CC3=C(C=C12)CCOC31CCNCC1)C1C(NC(CC1)=O)=O